N1(CCCC2=CC=CC=C12)C(=O)C1=CC=C(C=C1)C1=NOC(C1)(C(F)(F)F)C1=C(C=CC=C1)OC (3,4-dihydroquinolin-1(2H)-yl)(4-(5-(2-methoxyphenyl)-5-(trifluoromethyl)-4,5-dihydroisoxazol-3-yl)phenyl)methanone